2-{[(2R)-2-({[(9H-fluoren-9-yl)methoxy]carbonyl}amino)-3-phenylpropanamido]methoxy}acetic acid C1=CC=CC=2C3=CC=CC=C3C(C12)COC(=O)N[C@@H](C(=O)NCOCC(=O)O)CC1=CC=CC=C1